1-(3-(4-Chloro-3,5-dimethylphenoxy)propyl)-4-((3,5-dimethylphenyl)sulfonyl)-3,5-dimethyl-1H-pyrrole-2-carboxylic acid ClC1=C(C=C(OCCCN2C(=C(C(=C2C)S(=O)(=O)C2=CC(=CC(=C2)C)C)C)C(=O)O)C=C1C)C